O=C[C@H](O)[C@H](O)[C@H](O)CO (D)-ribose